C1(CCCCC1)P(C1=CC=NN1C=1C(=NN(C1C1=CC=CC=C1)C1=CC=CC=C1)C1=CC=CC=C1)C1CCCCC1 5-(dicyclohexylphosphino)-1',3',5'-triphenyl-1,4'-bipyrazole